C(C)(C)(C)OC(=O)N1CCN(CC1)C(CC1(CCN(CC1)C1=C(C=C(C=C1)N)C(F)(F)F)O)=O 4-[2-[1-[4-amino-2-(trifluoromethyl)phenyl]-4-hydroxy-4-piperidinyl]acetyl]piperazine-1-carboxylic acid tert-butyl ester